NC1=CC(=C(C=C1)N1CCC(CC1)CCN1CCC(CC1)NC(OCC1=CC=CC=C1)=O)F benzyl (1-(2-(1-(4-amino-2-fluorophenyl)piperidin-4-yl)ethyl)piperidin-4-yl)carbamate